tert-butyl (S)-4-(4-(2-(3-amino-6-(1-hydroxyethyl)thieno[2,3-b]pyridine-2-carboxamido)ethyl)phenyl)piperazine-1-carboxylate NC1=C(SC2=NC(=CC=C21)[C@H](C)O)C(=O)NCCC2=CC=C(C=C2)N2CCN(CC2)C(=O)OC(C)(C)C